(5,8-dimethyl-5,10-dihydroindeno[1,2-b]indolyl)dimethyl(2-methyl-4,5,6,7-tetrahydro-1H-inden-1-yl)silane CN1C2=C(C=3C=C(C=CC13)C)CC1=C(C=CC=C12)[Si](C1C(=CC=2CCCCC12)C)(C)C